C(C)NC=1C(C(C1NCC1=C(C=C(C=C1)C1=NOC(=N1)C(F)(F)F)F)=O)=O 3-(ethylamino)-4-((2-fluoro-4-(5-(trifluoromethyl)-1,2,4-oxadiazol-3-yl)benzyl)amino)cyclobut-3-ene-1,2-dione